3-(1-((tert-butyldiphenylsilyl)oxy)propan-2-yl)-8-(pyridin-3-yl)-6-(4-(trifluoromethyl)phenyl)pyrido[3,4-d]Pyrimidin [Si](C1=CC=CC=C1)(C1=CC=CC=C1)(C(C)(C)C)OCC(C)N1CN=C2C(=C1)C=C(N=C2C=2C=NC=CC2)C2=CC=C(C=C2)C(F)(F)F